N-(1-phenyl-3-(4,4,5,5-tetramethyl-1,3,2-dioxaborolan-2-yl)propyl)adamantane-1-formamide C1(=CC=CC=C1)C(CCB1OC(C(O1)(C)C)(C)C)NC(=O)C12CC3CC(CC(C1)C3)C2